Molybdenum tantalum sulfide [S-2].[Ta+5].[Mo+4]